CS(=O)(=O)O.N[C@@H]1CCC=2C=3C1=C1C(=NC3C=C(C2OC)F)C2=CC3=C(C(N2C1)=O)COC([C@]3(O)CC)=O (1R,9S)-1-amino-9-ethyl-5-fluoro-9-hydroxy-4-methoxy-1,2,3,9,12,15-hexahydro-10H,13H-benzo[de]pyrano[3',4':6,7]indolizino[1,2-b]quinoline-10,13-dione methanesulfonate